ClC=1C2=C(N=C(N1)SCCC)N(N=N2)[C@H]2[C@@H]([C@@H]([C@H](C2)OCCO)O)O (1S,2S,3R,5S)-3-[7-chloro-5-(propylthio)-3H-1,2,3-triazolo[4,5-d]pyrimidin-3-yl]-5-(2-hydroxyethoxy)-1,2-cyclopentanediol